C1(=CC=C(C=C1)CC=O)C1=CC=CC=C1 BIPHENYL-4-YL-ACETALDEHYDE